C1(CC1)C1=CC(=C(C=C1)S(=O)(=O)C=1N=NN2C1NC(C1=CC=C(C=C21)OC)=O)C 3-(4-cyclopropyl-2-methyl-phenyl)sulfonyl-8-methoxy-4H-triazolo[1,5-a]quinazolin-5-one